CS(=O)(=O)C1=CC=C(C=C1)S(=O)(=O)NC1=C(N=CS1)C(=O)O 5-(4-methanesulfonylphenylsulfonylamino)-1,3-thiazole-4-carboxylic acid